N1(CCC1)CCC=1C(=CC(N(C1)C(C(=O)O)CC(C)C)=O)C(F)(F)F 2-(5-(2-(azetidin-1-yl)ethyl)-2-oxo-4-(trifluoromethyl)pyridin-1(2H)-yl)-4-methylpentanoic acid